[Si](C)(C)(C(C)(C)C)OC=1C=C(C(=C(C1)[C@@H](C)NC1=NC(=NC2=CC=C(C=C12)N(C=1C=C(C(=NC1)OC)CC(=O)N(C)C)C)C)F)C(F)F (R)-2-(5-((4-((1-(5-((tert-butyldimethylsilyl)oxy)-3-(difluoromethyl)-2-fluorophenyl)ethyl)amino)-2-methylquinazoline-6-yl)(methyl)amino)-2-methoxypyridin-3-yl)-N,N-dimethylacetamide